CN(C)C[C@H]1[C@@H](C1)C(=O)OC methyl trans-2-[(dimethylamino)methyl]cyclopropane-1-carboxylate